OC(C)(C)C1CCC(CC1)NC(=O)C1=NC(=CC=C1)N1C=NC=C1 N-((1r,4r)-4-(2-hydroxy-propan-2-yl)cyclohexyl)-6-(1H-imidazol-1-yl)pyridineamide